OC[C@]1(N2C[C@H]([C@@H](C1=O)CC2)C2=NC=CC=C2)COC (1R,2S,4S,5S)-2-(hydroxymethyl)-2-(methoxymethyl)-5-(pyridin-2-yl)quinuclidin-3-one